N-(3-Bromo-5-vinylphenethyl)-N-(2,2-dimethoxyethyl)-4-nitrobenzenesulfonamide BrC=1C=C(CCN(S(=O)(=O)C2=CC=C(C=C2)[N+](=O)[O-])CC(OC)OC)C=C(C1)C=C